Methyl 2-(4-amino-2-butyl-1-(4-(trifluoromethyl)benzyl)-1H-imidazo[4,5-c]quinolin-7-yl)acetate NC1=NC=2C=C(C=CC2C2=C1N=C(N2CC2=CC=C(C=C2)C(F)(F)F)CCCC)CC(=O)OC